2-(methylsulfinyl)-7-oxo-8-(1,2,3,4-tetrahydronaphthalen-1-yl)-7,8-dihydropyrido[2,3-d]pyrimidine-6-carbonitrile CS(=O)C=1N=CC2=C(N1)N(C(C(=C2)C#N)=O)C2CCCC1=CC=CC=C21